C(C1=CC=CC=C1)C1(CN(CC1)S(=O)(=O)C=1C=NC(=NC1)C)C=1C=C2C=NN(C2=CC1C)C=1C=CC(N(C1)C)=O 5-(5-(3-benzyl-1-((2-methylpyrimidin-5-yl)sulfonyl)pyrrolidin-3-yl)-6-methyl-1H-indazol-1-yl)-1-methylpyridin-2(1H)-one